[Na].ClN1C(N(C(NC1=O)=O)Cl)=O Dichloroisocyanuric acid, sodium salt